C(C)OC(=O)C1CCN(CC1)C=1C=CC(=NC1)C(=O)O 5-[4-(ethoxycarbonyl)piperidin-1-yl]pyridine-2-carboxylic acid